IC1=CC(=C(C(=O)OC)C=C1)N1CC2CC2(CC1)C methyl 4-iodo-2-(6-methyl-3-azabicyclo[4.1.0]heptan-3-yl)benzoate